2-p-toluenesulfonyloxy-2-methylpropionate CC1=CC=C(C=C1)S(=O)(=O)OC(C(=O)[O-])(C)C